CNC(=S)C1=CC=C(C=C1)C1=NOC(=N1)C(F)(F)F N-Methyl-4-[5-(trifluoromethyl)-1,2,4-oxadiazol-3-yl]-benzencarbothioamid